3-[1-({2-[({(3-Fluorobicyclo[1.1.1]pent-1-yl)methyl}amino)methyl]-1H-indol-6-yl}methyl)-1H-1,2,3-triazol-4-yl]-5-methoxy-2-pyridinecarbonitrile FC12CC(C1)(C2)CNCC=2NC1=CC(=CC=C1C2)CN2N=NC(=C2)C=2C(=NC=C(C2)OC)C#N